C1(=CC=CC=C1)C=CC=1C(=C(C=C(C1)O)O)C(C)C 5-(2-Phenylethenyl)-4-propan-2-ylbenzene-1,3-diol